bis(p-dimethylaminostyryl)-1-naphthalenesulfonyl-methane CN(C1=CC=C(C=CC(S(=O)(=O)C2=CC=CC3=CC=CC=C23)C=CC2=CC=C(C=C2)N(C)C)C=C1)C